F\C(=C/CC1=CC=CC=C1)\C1=C(N(C2=CC=C(C=C12)OC)CC(C(=O)N)(C)C)C1=CC=CC=C1 (Z)-3-(3-(1-Fluoro-3-phenylprop-1-en-1-yl)-5-methoxy-2-phenyl-1H-indol-1-yl)-2,2-dimethylpropanamide